3-(2-(2-(2-hydroxy-prop-2-yl)pyrimidin-5-yl)-1H-pyrrolo[2,3-b]pyridin-5-yl)-2,4-dimethylphenol OC(C)(C)C1=NC=C(C=N1)C1=CC=2C(=NC=C(C2)C=2C(=C(C=CC2C)O)C)N1